(R)-1-(5-chloro-3-fluoro-pyridin-2-yl)-3-(2-(methylsulfonyl)ethyl)-4-(4-(trifluoromethyl)-benzyl)piperazine-2,5-dione ClC=1C=C(C(=NC1)N1C([C@H](N(C(C1)=O)CC1=CC=C(C=C1)C(F)(F)F)CCS(=O)(=O)C)=O)F